(3R,7S)-2-(3,4-Dichlorobenzoyl)-7-(hydroxymethyl)-9-(1-(5-(2-hydroxypropan-2-yl)pyridin-2-yl)ethyl)-3-methyl-1,2,3,4,8,9-hexahydropyrido[4',3':3,4]pyrazolo[1,5-a]pyrazin-10(7H)-one ClC=1C=C(C(=O)N2CC=3C(=NN4C3C(N(C[C@H]4CO)C(C)C4=NC=C(C=C4)C(C)(C)O)=O)C[C@H]2C)C=CC1Cl